C(C)N(N)C(C(=O)O)=O oxalic acid monoethyl hydrazide